(2s,4r)-1-((allyloxy)carbonyl)-4-(benzyl-(tert-butoxycarbonyl)amino)pyrrolidine-2-carboxylic acid C(C=C)OC(=O)N1[C@@H](C[C@H](C1)N(C(=O)OC(C)(C)C)CC1=CC=CC=C1)C(=O)O